(2-hydroxy-3-methoxypropyl)-3-methoxy-4-(prop-2-yn-1-ylamino)benzamide OC(CC1=C(C(=O)N)C=CC(=C1OC)NCC#C)COC